FCCCN1[C@@H](CCC1)C (2R,3R)-1-(3-fluoropropyl)-2-methylpyrrolidin